N-(4''-(((3-amino-3-oxopropyl)amino)methyl)-3''-fluoro-5''-methoxy-2,2'-dimethyl-[1,1':3',1''-terphenyl]-3-yl)-3-methyl-2,4-dioxo-1,2,3,4-tetrahydropyrimidine-5-carboxamide NC(CCNCC1=C(C=C(C=C1OC)C=1C(=C(C=CC1)C1=C(C(=CC=C1)NC(=O)C=1C(N(C(NC1)=O)C)=O)C)C)F)=O